(R)-3-(4-(1,3-dinitroprop-2-yl)phenoxy)-2-hydroxypropionic acid tert-butyl ester C(C)(C)(C)OC([C@@H](COC1=CC=C(C=C1)C(C[N+](=O)[O-])C[N+](=O)[O-])O)=O